4-[5-(4-pentoxyphenyl)isoxazol-3-yl]benzoic acid C(CCCC)OC1=CC=C(C=C1)C1=CC(=NO1)C1=CC=C(C(=O)O)C=C1